FC(CN1N=CC=2C1=CN=C(C2)C=2N=C1N(C=CC(=C1)C(F)(F)F)C2)(C(F)(F)F)F 1-(2,2,3,3,3-pentafluoropropyl)-5-[7-(trifluoromethyl)imidazo[1,2-a]pyridin-2-yl]pyrazolo[3,4-c]pyridine